tert-Butyl (3S)-3-(4-bromo-5-methyl-1,2,3-triazol-1-yl)pyrrolidine-1-carboxylate BrC=1N=NN(C1C)[C@@H]1CN(CC1)C(=O)OC(C)(C)C